nonyl acrylate C(C=C)(=O)OCCCCCCCCC